N-phenyl-1-(4-(tributylsilyl)phenyl)-N-((4-(tributylsilyl)phenyl)(2-(trimethylsilyl)phenyl)phosphaneyl)-1-(2-(trimethylsilyl)phenyl)phosphanamine C1(=CC=CC=C1)N(P(C1=C(C=CC=C1)[Si](C)(C)C)C1=CC=C(C=C1)[Si](CCCC)(CCCC)CCCC)P(C1=C(C=CC=C1)[Si](C)(C)C)C1=CC=C(C=C1)[Si](CCCC)(CCCC)CCCC